FC(OC1=NC=CC=C1C1=NN(C2=C1CN(CC2)C2=CC=C(C=C2)C=2N(C=C(N2)C(F)(F)F)C)C)F 3-(2-(difluoromethoxy)pyridin-3-yl)-1-methyl-5-(4-(1-methyl-4-(trifluoromethyl)-1H-imidazol-2-yl)phenyl)-4,5,6,7-tetrahydro-1H-pyrazolo[4,3-c]pyridine